1,4-bis(di(buta-1,3-dien-1-yl)bismuthanyl)benzene C(=CC=C)[Bi](C1=CC=C(C=C1)[Bi](C=CC=C)C=CC=C)C=CC=C